(2R)-2-[(tert-butoxycarbonyl)amino]-4-(methylsulfanyl)butanoic acid C(C)(C)(C)OC(=O)N[C@@H](C(=O)O)CCSC